C1(CC1)[C@@H](NC([C@@H]1N(CC[C@H]1F)C(C1=CC(=CC=C1)S(=O)(=O)C)=O)=O)C1=CC=C(C=C1)C(F)(F)F (3R)-N-((R)-cyclopropyl(4-(trifluoromethyl)phenyl)methyl)-3-fluoro-1-(3-(methylsulfonyl)benzoyl)-D-prolinamide